piperazine-2,6-dione hydrochloride Cl.N1C(CNCC1=O)=O